N-{[1-(dimethylamino)cyclobutyl]methyl}-2-methyl-5-[(4-methyl-1,3-thiazol-5-yl)methoxy]-2H-indazole-3-carboxamide CN(C1(CCC1)CNC(=O)C=1N(N=C2C=CC(=CC12)OCC1=C(N=CS1)C)C)C